ClC=1C(=C(C=2C(=NC=C3CCCNC23)C1)Cl)F 8,10-dichloro-9-fluoro-1,2,3,4-tetrahydrobenzo[h][1,6]naphthyridine